FC1=C(OC2=NC=C(C=C2C(=O)NC2=CN=NC=C2)C(F)(F)F)C=CC(=C1)F 2-(2,4-difluorophenoxy)-N-pyridazin-4-yl-5-(tri-fluoromethyl)pyridine-3-carboxamide